CC1=CC=C(C=C1)S(=O)(=O)OC[C@H]1OC[C@@H](CC1)NS(=O)(=O)C1CC1 ((2S,5R)-5-(cyclopropanesulfonamido)tetrahydro-2H-pyran-2-yl)methyl 4-methylbenzenesulfonate